mesitylene-n-butanol C(CCC)O.C1(=CC(=CC(=C1)C)C)C